S1(C2=C(CC1)C=CC=C2)(=O)=O 2,3-Dihydrobenzo[b]thiophene 1,1-dioxide